2-hydrazino-5-(benzenesulfonyl)pyridine N(N)C1=NC=C(C=C1)S(=O)(=O)C1=CC=CC=C1